methylenaminobenzoic acid-methylester COC(C1=C(C=CC=C1)N=C)=O